COC(OC)[SiH2]CCCCCC[SiH2]C(OC)OC 1,6-bis-[(dimethoxy)methylsilyl]hexane